(2-fluoro-4-(1-(4-fluorophenyl)-5-methyl-1H-1,2,3-triazole-4-carboxamido)phenoxy)-N-propylpicolinamide FC1=C(OC=2C(=NC=CC2)C(=O)NCCC)C=CC(=C1)NC(=O)C=1N=NN(C1C)C1=CC=C(C=C1)F